C(=S)(SC(C)(C(C)=O)CC)[S-] 2-ethyl(3-oxobutan-2-yl) carbonotrithioate